N-[(4-methoxyphenyl)methyl]Ethylamine COC1=CC=C(C=C1)CNCC